ClC1=NN(C2=CC=C(C(=C12)CC(=O)N1[C@H](C2=CC=CC(=C2CC1)[C@H](C(F)F)O)C)Cl)C 2-(3,5-dichloro-1-methyl-1H-indazol-4-yl)-1-[(1S)-5-[(1R)-2,2-difluoro-1-hydroxyethyl]-1-methyl-3,4-dihydroisoquinolin-2(1H)-yl]ethanone